4-Methyl-4-(trifluoromethyl)pyrrolidine-3-ol hydrochloride Cl.CC1(C(CNC1)O)C(F)(F)F